1-(5-Isobutyl-4-(4-(trifluoromethyl)phenyl)thiazol-2-yl)-3-methyl-1H-pyrazole-5-carboxylic acid methyl ester COC(=O)C1=CC(=NN1C=1SC(=C(N1)C1=CC=C(C=C1)C(F)(F)F)CC(C)C)C